5-(Quinolin-6-yl)-N-(2-azaspiro[3.3]heptan-6-yl)pyrrolo[2,1-f][1,2,4]triazin-2-amine N1=CC=CC2=CC(=CC=C12)C=1C=CN2N=C(N=CC21)NC2CC1(CNC1)C2